2-{[(tert-butyldimethylsilyl)oxy]methyl}-5-chloropyridine [Si](C)(C)(C(C)(C)C)OCC1=NC=C(C=C1)Cl